N'-(4-(3-((4-chloro-3-fluorobenzyl)oxy)oxetan-3-yl)-5-methoxy-2-methylphenyl)-N-ethyl-N-methylformimidamide ClC1=C(C=C(COC2(COC2)C2=CC(=C(C=C2OC)N=CN(C)CC)C)C=C1)F